4-amino-8-{1-[5-chloro-2-ethoxy-3-(1-isopropylazetidin-3-yl)-4-methylphenyl]ethyl}pyrido[2,3-d]pyrimidin-5(8H)-one NC=1C2=C(N=CN1)N(C=CC2=O)C(C)C2=C(C(=C(C(=C2)Cl)C)C2CN(C2)C(C)C)OCC